C(CCCCCCCC)OCOCCCC(CC(C)[Cu]C(CC(CCCOCOCCCCCCCCC)C)C)C.[Li] lithium bis[6-nonoxymethoxy-1,3-dimethylhexyl]copper